N-[5-(2,2-difluoroethoxy)-4,6-dimethoxy-pyrimidin-2-yl]-7-(2-pyrimidinyl)-1H-indole-3-sulfonamide FC(COC=1C(=NC(=NC1OC)NS(=O)(=O)C1=CNC2=C(C=CC=C12)C1=NC=CC=N1)OC)F